FC=1C=2N(C=C(C1)NC(=O)N1CCC=3C1=NC=CC3N3C[C@H](N(CC3)C(=O)OC(C)(C)C)C)C=C(N2)C tert-butyl (R)-4-(1-((8-fluoro-2-methylimidazo[1,2-a]pyridin-6-yl)carbamoyl)-2,3-dihydro-1H-pyrrolo[2,3-b]pyridin-4-yl)-2-methylpiperazine-1-carboxylate